6-chloro-3-{2-[(propan-2-yloxy)carbonyl]azetidin-1-yl}pyridazine-4-carboxylic acid tert-butyl ester C(C)(C)(C)OC(=O)C1=C(N=NC(=C1)Cl)N1C(CC1)C(=O)OC(C)C